2-(1-(difluoromethyl)-1H-pyrazol-4-yl)-N-(2-methyl-5-(2-(methyl(tetrahydro-2H-pyran-4-yl)amino)acetamido)pyridin-3-yl)pyrazolo[5,1-b]thiazole-7-carboxamide FC(N1N=CC(=C1)C1=CN2C(S1)=C(C=N2)C(=O)NC=2C(=NC=C(C2)NC(CN(C2CCOCC2)C)=O)C)F